FC=1C(=C(C=CC1)O)C1=NN=C(C2=CC=CC=C12)NC1CC(C1)(C)O 3-fluoro-2-(4-((3-hydroxy-3-methylcyclobutyl)amino)phthalazin-1-yl)phenol